4-amino-7-cyclopropyl-1-((R)-1-((S)-tetrahydrofuran-3-yl)ethyl)pyrido[2,3-d]pyrimidin-2(1H)-one NC=1C2=C(N(C(N1)=O)[C@H](C)[C@H]1COCC1)N=C(C=C2)C2CC2